BrC=1C=2C=CC(=CC3=CC=C(N3)C(=C3C=CC(C=C4C=CC1N4)=N3)Br)N2 10,20-dibromoporphine